C(C)(C)OC=1C=CC2=C(NC(=N2)C2=CC(=CN2)C(=O)C2=C(C=CC=C2)C(F)(F)F)C1 (5-(6-isopropoxy-1H-benzo[d]imidazol-2-yl)-1H-pyrrol-3-yl)(2-(trifluoromethyl)phenyl)methanone